1,3-diphenyl-5-(4-hydroxymethylphenyl)pyrazoline C1(=CC=CC=C1)N1NC(=CC1C1=CC=C(C=C1)CO)C1=CC=CC=C1